C(O)NCCO N-methylolethanolamine